5-methyl-2-(methylthio)benzo[d]oxazole CC=1C=CC2=C(N=C(O2)SC)C1